tert-butyl 4-[4-(4,4,5,5-tetramethyl-1,3,2-dioxaborolan-2-yl)benzoyl]piperazin-1-carboxylate CC1(OB(OC1(C)C)C1=CC=C(C(=O)N2CCN(CC2)C(=O)OC(C)(C)C)C=C1)C